FC1C(NC2=CC=CC=C12)=O 3-fluoro-oxindole